methyl 1-({[1-(4-acetyl-3,5-diethoxyphenyl)-2-{[tert-butyl (dimethyl) silyl] oxy} ethyl] (4-phenylbutyl) carbamoyl} amino)-3,3-difluorocyclobutane-1-carboxylate C(C)(=O)C1=C(C=C(C=C1OCC)C(CO[Si](C)(C)C(C)(C)C)N(C(=O)NC1(CC(C1)(F)F)C(=O)OC)CCCCC1=CC=CC=C1)OCC